NC1=CC=C(C=C1)N1CC2(C1)CCN(CC2)C(=O)OC(C)(C)C tert-butyl 2-(4-aminophenyl)-2,7-diazaspiro[3.5]nonane-7-carboxylate